C[C@H]1C[C@H](C(=O)/C=C/[C@H]([C@H](OC(=O)[C@@H](C(=O)[C@@H]([C@H]1O[C@H]2[C@@H]([C@H](C[C@H](O2)C)N(C)C)O)C)C)[C@@H](C)O)C)C The molecule is a macrolide antibiotic that is an intermediate in the biosynthesis of pikromycin by Streptomyces venezuelae. It has a role as a bacterial metabolite. It is a macrolide antibiotic, an enone, a monosaccharide derivative and a polyketide. It derives from a narbonolide. It is a conjugate base of a neopikromycin(1+).